ClC1=CC=2C(C3=CC(=CC=C3C2C=C1)Cl)(CCCCCC)CCCCCC 2,7-dichloro-9,9-dihexyl-9H-fluorene